2-(2-((5-(3-(aminomethyl)-5-cyclopropylphenyl)-1-isopropyl-1H-indazol-3-yl)methoxy)phenyl)acetic acid NCC=1C=C(C=C(C1)C1CC1)C=1C=C2C(=NN(C2=CC1)C(C)C)COC1=C(C=CC=C1)CC(=O)O